C(C1=CC=CC=C1)OC(=O)NC[C@@H]1CN(C[C@H]1O)C(=O)OC(C)(C)C tert-butyl trans-3-((((benzyloxy) carbonyl) amino) methyl)-4-hydroxypyrrolidine-1-carboxylate